4,5-dihydroxymethyltetracyclo[6.2.1.13,6.02,7]Dodeca-9-en OCC1C2C3C4C=CC(C3C(C1CO)C2)C4